COC1=C(C=CC(=C1)N)NC(C1=CC=C(C=C1)C)=O N-(2-methoxy-4-aminophenyl)-4-methylbenzamide